4-(2-chloro-4-methylphenyl)amino-1-butanesulfonic acid ClC1=C(C=CC(=C1)C)NCCCCS(=O)(=O)O